(2-((S)-2-cyano-pyrrolidin-1-yl)-2-oxo-ethyl)-carbamic acid tert-butyl ester C(C)(C)(C)OC(NCC(=O)N1[C@@H](CCC1)C#N)=O